(trans)-8-hydroxy-5-(4-(trifluoromethyl)phenyl)-6,6a,7,8,9,10-hexahydro-5H-pyrido[1,2-a]quinoxaline-8-carboxylic acid O[C@]1(C[C@@H]2N(C=3C=CC=CC3N(C2)C2=CC=C(C=C2)C(F)(F)F)CC1)C(=O)O